(1S,3S)-3-((6-(5-(((Isopentyl(methyl)carbamoyl)oxy)methyl)-1-methyl-1H-pyrazol-4-yl)-2-methylpyridin-3-yl)oxy)cyclohexan C(CC(C)C)N(C(=O)OCC1=C(C=NN1C)C1=CC=C(C(=N1)C)OC1CCCCC1)C